(2r,4s)-2-(4-(4-Isopropylphenyl)piperidine-1-carbonyl)-5-azaspiro[3.4]octan C(C)(C)C1=CC=C(C=C1)C1CCN(CC1)C(=O)C1CC2(C1)NCCC2